C(CCCCCCCCCCCC)C=[NH+][O-] α-Tridecylnitrone